tributyl-(3-methyltriazol-4-yl)stannane CCCC[Sn](CCCC)(CCCC)C1=CN=NN1C